OC(CC(C=CC1=CC(=C(C=C1)O)O)=O)CCC1=CC(=C(C=C1)O)O 5-hydroxy-1,7-bis(3,4-dihydroxyphenyl)-1-hepten-3-one